Zirconium oxynitrate [N+](=O)(O)[O-].[N+](=O)(O)[O-].O=[Zr]